N-(3-carbamoyl-4-fluorophenyl)-7-(4,4-difluoroazepan-1-yl)quinoline-6-carboxamide C(N)(=O)C=1C=C(C=CC1F)NC(=O)C=1C=C2C=CC=NC2=CC1N1CCC(CCC1)(F)F